N-([1,1'-biphenyl]-3-yl)-2-(6-hydroxybenzofuran-3-yl)acetamide C1(=CC(=CC=C1)NC(CC1=COC2=C1C=CC(=C2)O)=O)C2=CC=CC=C2